C(C)OC(=O)C=1C=NN2C1N=C(C=C2)C2=C(C=CC=C2)Cl 5-(2-chlorophenyl)pyrazolo[1,5-a]Pyrimidine-3-carboxylic acid ethyl ester